3-epoxypropyl-octadecenoic acid acrylate C(C=C)(=O)O.C(CC)C1C(C=CCCCCCCCCCCCCCC(=O)O)O1